CN1N=CC2=C1N=CC=C2C#N 1-methyl-1H-pyrazolo[3,4-b]pyridine-4-carbonitrile